(2S,3S)-1-cyano-N-(6-ethynylisoquinolin-3-yl)-2-methylpyrrolidine-3-carboxamide C(#N)N1[C@H]([C@H](CC1)C(=O)NC=1N=CC2=CC=C(C=C2C1)C#C)C